((2,6-dioxo-4-phenylcyclohexylidene)methyl)-L-alanine O=C1C(C(CC(C1)C1=CC=CC=C1)=O)=CN[C@@H](C)C(=O)O